6-(4H-pyrrolo[3,2-b]pyridin-6-yl)-1H-pyrazolo[3,4-d]pyrimidin-4(5H)-one N1=CC=C2NC=C(C=C21)C=2NC(C1=C(N2)NN=C1)=O